6-(trifluoromethyl)quinoline-3-carboxamide FC(C=1C=C2C=C(C=NC2=CC1)C(=O)N)(F)F